4-(9H-carbazol-9-yl)-2-(8-(4,4,5,5-tetramethyl-1,3,2-dioxaborolan-2-yl)-5a,9a-dihydrodibenzo[b,d]furan-2-yl)benzonitrile C1=CC=CC=2C3=CC=CC=C3N(C12)C1=CC(=C(C#N)C=C1)C1=CC2=C(OC3C2C=C(C=C3)B3OC(C(O3)(C)C)(C)C)C=C1